tert-butyl 1-(4-amino-2-fluoro-phenyl)piperidine-4-carboxylate NC1=CC(=C(C=C1)N1CCC(CC1)C(=O)OC(C)(C)C)F